tert-butyl (7S)-7-[7-(2,8-dimethylimidazo[1,2-b]pyridazin-6-yl)-5-oxo-thiazolo[3,2-a]pyrimidin-2-yl]-4-azaspiro[2.5]octane-4-carboxylate CC=1N=C2N(N=C(C=C2C)C=2N=C3N(C(C2)=O)C=C(S3)[C@H]3CCN(C2(CC2)C3)C(=O)OC(C)(C)C)C1